1-tert-Butyl 2-methyl (2S,3S)-3-[(tert-butyldimethylsilyl)oxy]pyrrolidine-1,2-dicarboxylate [Si](C)(C)(C(C)(C)C)O[C@@H]1[C@H](N(CC1)C(=O)OC(C)(C)C)C(=O)OC